C(C=C)(=O)N1C2=CC=CC=C2C=2C=C(C=CC12)C(=O)O 9-acryloyl-3-carbazolecarboxylic acid